11-(1-(2,6-dioxopiperidin-3-yl)-3-methyl-2-oxo-2,3-dihydro-1H-benzo[d]imidazol-4-yl)undecanal O=C1NC(CCC1N1C(N(C2=C1C=CC=C2CCCCCCCCCCC=O)C)=O)=O